CN1N=C(C(=C1)C)C=1N=C(C2=C(N1)OC(=C2C(=O)N)C)NC2(CC2)C (1,4-dimethyl-1H-pyrazol-3-yl)-6-methyl-4-[(1-methylcyclopropyl)amino]furo[2,3-d]pyrimidine-5-carboxamide